thallium(II) formate C(=O)[O-].[Tl+2].C(=O)[O-]